NCC1CN(CC1)C1=C2CN(C(C2=CC=C1)=O)C1C(NC(CC1)=O)=O 3-(4-(3-(Aminomethyl)pyrrolidin-1-yl)-1-oxoisoindolin-2-yl)piperidine-2,6-dione